FC(C1=CN=C2N1C=C(C=C2)C2=CNC=1N=C(N=CC12)NC=1C=NC(=CC1)N1CCN(CC1)C)F 5-(3-(difluoromethyl)imidazo[1,2-a]pyridin-6-yl)-N-(6-(4-methylpiperazin-1-yl)pyridin-3-yl)-7H-pyrrolo[2,3-d]pyrimidin-2-amine